Cl.ClC1=CC=C(C=C1)[C@@H]1CC[C@@H](N1)[C@H](O)C=1C=NC=C(C1)F (R)-((2R,5S)-5-(4-Chlorophenyl)pyrrolidin-2-yl)(5-fluoropyridin-3-yl)-methanol hydrochloride